2-{[7-amino-1-oxo-4-(3-propanoyl-1H-indazol-5-yl)-2,3-dihydro-1H-isoindol-2-yl]methyl}prop-2-enenitrile NC=1C=CC(=C2CN(C(C12)=O)CC(C#N)=C)C=1C=C2C(=NNC2=CC1)C(CC)=O